1-(3-Methoxybenzyl)-1H-indazole-6-carboxylic acid methyl ester COC(=O)C1=CC=C2C=NN(C2=C1)CC1=CC(=CC=C1)OC